(2R,4S)-4-hydroxy-1-[(2S)-2-[4-(2-hydroxynorbornan-2-yl)triazol-1-yl]-3,3-dimethyl-butanoyl]-N-methyl-pyrrolidine-2-carboxamide O[C@H]1C[C@@H](N(C1)C([C@H](C(C)(C)C)N1N=NC(=C1)C1(C2CCC(C1)C2)O)=O)C(=O)NC